tert-Butyl 4'-amino-5'-(2-aminobenzo[d]oxazol-5-yl)-5',6'-dihydrospiro[azetidine-3,7'-pyrrolo[3,2-d]pyrimidine]-1-carboxylate NC=1C2=C(N=CN1)C1(CN2C=2C=CC3=C(N=C(O3)N)C2)CN(C1)C(=O)OC(C)(C)C